CC1=C(NC2=NC=CC=C21)C(=O)N2CCC(CC2)C=2C=C1CN(C(C1=CC2)=O)C2C(NC(CC2)=O)=O 3-(5-(1-(3-methyl-1H-pyrrolo[2,3-b]pyridine-2-carbonyl)piperidin-4-yl)-1-oxoisoindolin-2-yl)piperidine-2,6-dione